CN1CC2=CC(=CC=C2CC1)NC1=NC=C2C(=N1)N(N=C2)C[C@H]2N(CCC2)C(C)=O (S)-1-(2-((6-((2-methyl-1,2,3,4-tetrahydroisoquinolin-7-yl)amino)-1H-pyrazolo[3,4-d]pyrimidin-1-yl)methyl)pyrrolidin-1-yl)ethan-1-one